C(C)(=O)O.[Pd] Palladium (0) Acetate